FC=1C(=CC(=C(C1)N1C(C=CC2=CC(=CC=C12)S(=O)(=O)NC1=NOC=C1)=O)OC)C1CC(C1)C(F)(F)F (P)-1-(5-fluoro-2-methoxy-4-((1R,3R)-3-(trifluoromethyl)cyclobutyl)phenyl)-N-(isoxazol-3-yl)-2-oxo-1,2-dihydroquinoline-6-sulphonamide